Isopropyl (1S,3S)-3-((6-(5-(((1-isobutyl-1H-1,2,3-triazol-4-yl)amino)methyl)-1-methyl-1H-1,2,3-triazol-4-yl)-2-methylpyridin-3-yl)oxy)cyclohexane-1-carboxylate C(C(C)C)N1N=NC(=C1)NCC1=C(N=NN1C)C1=CC=C(C(=N1)C)O[C@@H]1C[C@H](CCC1)C(=O)OC(C)C